CC1=C(C(=C(C1([Hf]C1=C(C2=C3CCCC3=CC=C2C1)CC(C)C)C)C)C)C Pentamethylcyclopentadienyl-(1-isobutyl-3,6,7,8-tetrahydro-as-indacenyl)hafnium